O=S1(CCC(CC1)NC(C(=O)C1=C(C(=C(N1C)C)C(=O)NC1=CC(=C(C=C1)F)C)C)=O)=O 5-(2-((1,1-dioxidotetrahydro-2H-thiopyran-4-yl)amino)-2-oxoacetyl)-N-(4-fluoro-3-methylphenyl)-1,2,4-trimethyl-1H-pyrrole-3-carboxamide